O[C@@H]([C@H](CC(=O)O)C(=O)O)C(=O)O (1S,2S)-1-hydroxypropane-1,2,3-tricarboxylic acid